(2,4,5-trifluoro-3-(3-morpholinoquinoxaline-6-carbonyl)phenyl)propane-1-sulfonamide FC1=C(C=C(C(=C1C(=O)C=1C=C2N=C(C=NC2=CC1)N1CCOCC1)F)F)C(CC)S(=O)(=O)N